methyl (S)-2-((4-((2-(4-chlorobenzyl) pyrimidin-4-yl) oxy) piperidin-1-yl) methyl)-1-(oxetan-2-ylmethyl)-1H-benzo[d]imidazole-5-carboxylate ClC1=CC=C(CC2=NC=CC(=N2)OC2CCN(CC2)CC2=NC3=C(N2C[C@H]2OCC2)C=CC(=C3)C(=O)OC)C=C1